S1C(=CC=C1)S(=O)(=O)CC1=C(CNC(CCC)P(OC2=CC=CC=C2)(OC2=CC=CC=C2)=O)C=CC=C1 diphenyl (1-((2-((thiophen-2-ylsulfonyl)methyl)benzyl)amino)butyl)phosphonate